FC(C#CC(F)(F)F)F 1,1,4,4,4-pentafluoro-2-butyne